C(C)(C)(C)OC(=O)N1C[C@H](N(C[C@@H]1C)C(C(=O)O)C)C 2-((2R,5S)-4-(tert-Butoxycarbonyl)-2,5-dimethylpiperazin-1-yl)propanoic acid